methyl 6-(3,5-dimethylisoxazol-4-yl)-1-methyl-4-((3-methylpyridin-2-yl) (tetrahydro-2H-pyran-4-yl) methyl)-1,4-dihydropyrazolo[3',4':4,5]pyrrolo[3,2-b]pyridine-3-carboxylate CC1=NOC(=C1C=1C=C2C(=NC1)C1=C(N2C(C2CCOCC2)C2=NC=CC=C2C)C(=NN1C)C(=O)OC)C